C(C)N(C1=CC=C2C=C(C(OC2=C1)=O)C(=O)NN)CC 7-(diethylamino)-2-oxochromen-3-Carbohydrazide